ClC1=CC(=C(C=C1)SC)C (4-chloro-2-methylphenyl)(methyl)sulfane